BrC1=CC=C2N=CC(=NC2=C1O)N[C@@H]1C[C@H](N(CC1)C(=O)OC(C)(C)C)C(NCCCO[Si](C1=CC=CC=C1)(C1=CC=CC=C1)C(C)(C)C)=O tert-Butyl (2S,4S)-4-((7-bromo-8-hydroxyquinoxalin-2-yl)amino)-2-((3-((tert-butyldiphenylsilyl)oxy)propyl)carbamoyl)piperidine-1-carboxylate